CC1=C(C(NC(=C1)C)=O)CNC(=O)C=1C(=C(N2C=C(C=C2C1)C1=CC=C(C=C1)N1CCOCC1)N(C1CCOCC1)CC)C N-((4,6-dimethyl-2-oxo-1,2-dihydropyridin-3-yl)methyl)-5-(ethyl-(tetrahydro-2H-pyran-4-yl)amino)-6-methyl-2-(4-morpholinophenyl)indolizine-7-carboxamide